(6S,7R)-6-((S)-5H-Imidazo[5,1-a]isoindol-5-yl)-2-methyl-4,5,6,7-tetrahydro-2H-indazol-7-ol C=1N=CN2C1C1=CC=CC=C1[C@@H]2[C@@H]2CCC1=CN(N=C1[C@@H]2O)C